5-amino-pentan-1-ol NCCCCCO